C(C)(C)C1CC=C(C1)CC(C=O)C 3-(4-isopropylcyclopent-1-en-1-yl)-2-methylpropionaldehyde